C1OCC12CCN(CC2)CCCOC2=CC=C(C=N2)C2=CC=C1N=CC=3N(C(N4[C@H](COC2=C1C34)C)=O)C (S)-7-(6-(3-(2-oxa-7-azaspiro[3.5]non-7-yl)propoxy)pyridin-3-yl)-2,10-dimethyl-9,10-dihydro-8-oxa-2,4,10a-triazanaphtho[2,1,8-cde]azulen-1(2H)-one